COC=1C(=NC=CC1)[C@@H]1[C@H](O[C@@]([C@H]1C)(C(F)(F)F)C)C(=O)NC1=CC(=NC=C1)C(=O)N (2S,3R,4S,5S)-4-[[3-(3-methoxy-2-pyridinyl)-4,5-dimethyl-5-(trifluoromethyl)tetrahydrofuran-2-carbonyl]amino]pyridine-2-carboxamide